Octane-7-carboxylate CCCCCCC(C)C(=O)[O-]